1-ethylpiperidine-2,4-dione C(C)N1C(CC(CC1)=O)=O